C(C)(=O)C=1C(=C(C2=C(OC=3C2(C(CC(C3)=O)=O)C)C1)C(C)=O)C diacetyl-2,9a-dimethyl-7,9-dioxodibenzofuran